COC1=C(C=CC(=C1)/C=C/C(=O)NCCCCN)O Feruloylputrescine